2-((1R,3S,5S)-2'-(5-cyclopropyl-3-(2,6-dichlorophenyl)isoxazol-4-yl)-8-azaspiro[bicyclo[3.2.1]octane-3,4'-[1,3]dioxolan]-8-yl)-4-fluorobenzo[d]thiazole-6-carboxylic acid ethyl ester C(C)OC(=O)C1=CC2=C(N=C(S2)N2[C@H]3CC4(OC(OC4)C=4C(=NOC4C4CC4)C4=C(C=CC=C4Cl)Cl)C[C@@H]2CC3)C(=C1)F